4-(4-methoxybenzoyl)piperidine COC1=CC=C(C(=O)C2CCNCC2)C=C1